C(C)(C)(C)C1=NC(=NO1)N[C@@H]1C[C@H](CC1)NC1=CC=C(C=N1)N1NC=CC=C1 2-(6-(((1S,3S)-3-((5-(tert-butyl)-1,2,4-oxadiazol-3-yl)amino)cyclopentyl)amino)pyridin-3-yl)pyridazin